ethyl 2-(6-(4-methoxybenzyl)-3-methyl-5-oxo-3,4,5,6-tetrahydropyrido[2,3-d]pyridazin-1(2H)-yl)acetate COC1=CC=C(CN2N=CC3=C(C2=O)CC(CN3CC(=O)OCC)C)C=C1